4-cyclopropyl-3-(4-methylpyridin-3-yl)-N-(2-(trifluoromethyl)pyridin-4-yl)isothiazole-5-carboxamide C1(CC1)C=1C(=NSC1C(=O)NC1=CC(=NC=C1)C(F)(F)F)C=1C=NC=CC1C